4-(dimethylamino)-N-methylbut-2-ynamide CN(CC#CC(=O)NC)C